C1(CC1)[C@]1(C(NC(N1)=O)=O)CCC(N1CC2=CC=C(C=C2C1)CC(F)(F)F)=O (S)-5-cyclopropyl-5-(3-oxo-3-(5-(2,2,2-trifluoroethyl)isoindolin-2-yl)propyl)imidazolidine-2,4-dione